N-(4-((2-methoxyphenyl)amino)-2-methyl-3-oxo-2,3-dihydro-1H-pyrazolo[3,4-b]pyridin-6-yl)cyclopropanecarboxamide COC1=C(C=CC=C1)NC1=C2C(=NC(=C1)NC(=O)C1CC1)NN(C2=O)C